FC=1C=C(C=CC1C1CCN(CC1)CC1CCNCC1)NC1C(NC(CC1)=O)=O 3-((3-fluoro-4-(1-(piperidin-4-ylmethyl)piperidin-4-yl)phenyl)amino)piperidine-2,6-dione